2-((6-hydroxy-5'-methyl-4-pentyl-2'-(prop-1-en-2-yl)-[1,1'-biphenyl]-2-yl)oxy)-4-(thiophen-2-yl)-1,3,2-dioxaphosphinane 2-oxide OC1=CC(=CC(=C1C1=C(C=CC(=C1)C)C(=C)C)OP1(OCCC(O1)C=1SC=CC1)=O)CCCCC